NC1=CC(=C(OC2=C3C(=NC=C2)C=C(S3)C3=CC=C(C=N3)CN(C(OC(C)(C)C)=O)CCOC)C=C1)F tert-butyl ((6-(7-(4-amino-2-fluorophenoxy)thieno[3,2-b]pyridin-2-yl)pyridin-3-yl)methyl)(2-methoxyethyl)carbamate